ethyl 4-nitrobenzenesulfonate [N+](=O)([O-])C1=CC=C(C=C1)S(=O)(=O)OCC